N[C@@H](C)C(=O)O[C@@H]1CC2=CC[C@H]3[C@@H]4CC[C@H]([C@@H](CCCC(C)C)C)[C@]4(CC[C@@H]3[C@]2(CC1)C)C O-alanyl-cholesterol